(2S,4R)-1-[4,6-bis(trifluoromethyl)pyridin-2-yl]-4-acetamido-N-(4-fluorophenyl)-N-methylpyrrolidine-2-carboxamide FC(C1=CC(=NC(=C1)C(F)(F)F)N1[C@@H](C[C@H](C1)NC(C)=O)C(=O)N(C)C1=CC=C(C=C1)F)(F)F